N-(5-(1-cyclobutyl-1H-pyrazol-3-yl)-4-((4-isopropoxy-6-(methylsulfonyl)pyridin-2-yl)amino)pyridin-2-yl)acetamide C1(CCC1)N1N=C(C=C1)C=1C(=CC(=NC1)NC(C)=O)NC1=NC(=CC(=C1)OC(C)C)S(=O)(=O)C